C1(=CC=CC=C1)S(=O)(=O)N1CCC2=CC(=CC=C12)[C@H]1[C@@H](C1)NC1CC2(C1)CCNCC2 trans-N-(2-(1-(phenylsulfonyl)indolin-5-yl)cyclopropyl)-7-azaspiro[3.5]nonane-2-amine